C[Si](C)(C)N(C(C(F)(F)F)=O)[Si](C)(C)C trifluoroacetic acid bis(trimethylsilyl)amide